3-{2,6-bis[(Z)-7-hexadecenyl]-4-morpholinyl}-1-propanol C(CCCCC\C=C/CCCCCCCC)C1CN(CC(O1)CCCCCC\C=C/CCCCCCCC)CCCO